COC=1C=CC2=C(SCC(N2CC(=O)NN)=O)C1 2-(7-methoxy-3-oxo-2H-benzo[b][1,4]thiazin-4(3H)-yl)acetohydrazide